C1(=CC=CC=C1)N(C1=CC=C(C=C1)C=1C(=C(C(=CC1)C1=CC=C(C=C1)N(C1=CC=CC=C1)C1=CC=CC=C1)N)N)C1=CC=CC=C1 N4,N4,N4'',N4''-tetraphenyl-[1,1':4',1''-terphenyl]-2',3',4,4''-tetramine